(S)-N-(1-(2-fluoro-6-methylphenyl)-1,4,5,7-tetrahydropyrano[3,4-c]pyrazol-4-yl)-5,6,7,8-tetrahydroimidazo[1,5-a]pyridine-1-carboxamide FC1=C(C(=CC=C1)C)N1N=CC2=C1COC[C@H]2NC(=O)C=2N=CN1C2CCCC1